1-methoxy-2,5-dimethyl-4-nitrobenzene COC1=C(C=C(C(=C1)C)[N+](=O)[O-])C